ClCCN(C1=CC2=C(N(C(=N2)CCCC(=O)O)C)C=C1)CCCl 4-[5-[bis(2-chloroethyl)amino]-1-methylbenzoimidazol-2-yl]Butyric acid